Methyl 3-(5-(4-fluoro-3-methoxyphenyl)isoxazol-3-yl)propanoate FC1=C(C=C(C=C1)C1=CC(=NO1)CCC(=O)OC)OC